2,5-dibromo-N,N-diethylthiophene-3-amide BrC=1SC(=CC1C(=O)N(CC)CC)Br